C(CCCCCCCCC)C(CNC(CCCC(=O)OCC(COC(CCCC(=O)NCC(CCCCCCCCCCCC)CCCCCCCCCC)=O)(NC(CCN1CCCCC1)=O)COC(CCCC(=O)NCC(CCCCCCCCCCCC)CCCCCCCCCC)=O)=O)CCCCCCCCCCCC 2-(((5-((2-decyltetradecyl)amino)-5-oxopentanoyl)oxy)methyl)-2-(3-(piperidin-1-yl)propanamido)propane-1,3-diyl bis(5-((2-decyltetradecyl)amino)-5-oxopentanoate)